(S)-3-(5-(difluoromethyl)-1,3,4-thiadiazol-2-yl)-N-(1-methylcyclopropyl)-8-(3-methylpiperazin-1-yl)imidazo[1,5-a]pyridine-6-sulfonamide formate C(=O)O.FC(C1=NN=C(S1)C1=NC=C2N1C=C(C=C2N2C[C@@H](NCC2)C)S(=O)(=O)NC2(CC2)C)F